FC(S(=O)(=O)OC=1C=C2N(N1)CCC21CNC1)(F)F 5',6'-dihydrospiro[azetidine-3,4'-pyrrolo[1,2-b]pyrazol]-2'-yl trifluoro-methanesulfonate